4,4'-(1H-1,2,4-triazole-3,5-diyl)dibenzoic acid N1N=C(N=C1C1=CC=C(C(=O)O)C=C1)C1=CC=C(C(=O)O)C=C1